CN(C(=O)N1CCNCC1)C1CCN(CC1)C N-methyl-N-(1-methyl-hexahydropyridin-4-yl)piperazine-1-carboxamide